rac-4-{4-[(6-chloro-imidazo[1,5-a]pyridin-5-yl)-hydroxy-methyl]-5-methyl-[1,2,3]triazol-1-yl}-2-fluoro-phenol ClC=1C=CC=2N(C1[C@H](C=1N=NN(C1C)C1=CC(=C(C=C1)O)F)O)C=NC2 |r|